N-(4-(2-(2-aminopyridin-3-yl)-5-phenyl-3H-imidazo[4,5-b]pyridin-3-yl)benzyl)-4,6-dichloro-1,3,5-triazin-2-amine NC1=NC=CC=C1C1=NC=2C(=NC(=CC2)C2=CC=CC=C2)N1C1=CC=C(CNC2=NC(=NC(=N2)Cl)Cl)C=C1